5-(ethylsulfonamido)benzoate C(C)S(=O)(=O)NC=1C=CC=C(C(=O)[O-])C1